3,3-difluoro-2-(4-fluorophenyl)-1-tolylpropan-1-one FC(C(C(=O)C1=C(C=CC=C1)C)C1=CC=C(C=C1)F)F